tert-butyl (E)-2-(benzylideneamino)-3-fluoro-2-(4-(methoxymethoxy)benzyl)propanoate C(/C1=CC=CC=C1)=N\C(C(=O)OC(C)(C)C)(CF)CC1=CC=C(C=C1)OCOC